(S)-N-cyclopropyl-3,5-difluoro-4-(7-methyl-3-((4-propionylmorpholin-2-yl)methyl)imidazo[1,2-a]pyridin-2-yl)benzamide C1(CC1)NC(C1=CC(=C(C(=C1)F)C=1N=C2N(C=CC(=C2)C)C1C[C@H]1CN(CCO1)C(CC)=O)F)=O